(3S)-3-[7-bromo-2-(2,2-dimethoxypropylamino)-5-pyridin-2-yl-3H-benzo[e][1,4]diazepin-3-yl]propionic acid methyl ester COC(CC[C@@H]1N=C(C2=C(N=C1NCC(C)(OC)OC)C=CC(=C2)Br)C2=NC=CC=C2)=O